3-fluoro-2-(2-fluorophenoxy)aniline FC=1C(=C(N)C=CC1)OC1=C(C=CC=C1)F